6-(4-(2-(5-Cyclopropyl-3-(2,6-dichlorophenyl)isoxazol-4-yl)ethyl)-3-methylpiperazin-1-yl)-1-methyl-1H-indole-3-carboxylic acid C1(CC1)C1=C(C(=NO1)C1=C(C=CC=C1Cl)Cl)CCN1C(CN(CC1)C1=CC=C2C(=CN(C2=C1)C)C(=O)O)C